5-taurinomethyl-(taurinomethyl)-uridine C(NCCS(=O)(=O)O)C=1C(NC(N([C@]2([C@H](O)[C@H](O)[C@@H](CO)O2)CNCCS(=O)(=O)O)C1)=O)=O